C(OC1=CC=C(C=C1)[N+](=O)[O-])(OCC1=NN(C=C1)CC(F)(F)F)=O (4-nitrophenyl) [1-(2,2,2-trifluoroethyl)pyrazol-3-yl]methyl carbonate